N-((1R,3s,5S)-8-azabicyclo[3.2.1]oct-3-yl)-3-chloro-N-methyl-4-((1S,2S)-2-(2-methylthieno[2,3-d]pyrimidin-4-yl)cyclopropyl)benzamide [C@H]12CC(C[C@H](CC1)N2)N(C(C2=CC(=C(C=C2)[C@@H]2[C@H](C2)C=2C1=C(N=C(N2)C)SC=C1)Cl)=O)C